O[C@H]1[C@H](O[C@@]2([C@@H](CCO2)NC(=O)C2=CC=C(C3=CC=CC=C23)F)[C@@H]([C@H]1N1N=NC(=C1)C1=CC(=C(C(=C1)F)F)F)O)CO N-((4R,5S,7R,8R,9S,10R)-8,10-dihydroxy-7-(hydroxymethyl)-9-(4-(3,4,5-trifluorophenyl)-1H-1,2,3-triazol-1-yl)-1,6-dioxaspiro[4.5]decan-4-yl)-4-fluoro-1-naphthamide